2,3-dihydro-1H-quinazolin-4-one N1CNC(C2=CC=CC=C12)=O